C(C)NC(C(=O)O)CCC 2-(ETHYLAMINO)PENTANOIC ACID